5-(3-aminophenyl)-N-(4-chloro-1H-indazol-5-yl)-1,2,4-oxadiazol-3-amine NC=1C=C(C=CC1)C1=NC(=NO1)NC=1C(=C2C=NNC2=CC1)Cl